FC1(CC(C1)CNC(OC1CN(C1)C1=CC(=C(C(=C1)F)C1C(NC(CC1)=O)=O)F)=O)F 1-(4-(2,6-dioxopiperidin-3-yl)-3,5-difluorophenyl)azetidin-3-yl ((3,3-difluorocyclobutyl)methyl)carbamate